5-[(2-amino-3-fluoropyridin-4-yl)methyl]-2-[4-[3-(2-ethylhexyloxy)-3-oxopropyl]thio-2-fluoroanilino]-3,4-difluorobenzoic acid methyl ester COC(C1=C(C(=C(C(=C1)CC1=C(C(=NC=C1)N)F)F)F)NC1=C(C=C(C=C1)SCCC(=O)OCC(CCCC)CC)F)=O